Silicon-Lithium Sulfur [S].[Li].[Si]